8-acetoxytetracyclo[4.4.0.12,5.17,10]Dodec-3-ene C(C)(=O)OC1C2C3C4C=CC(C3C(C1)C2)C4